C(#N)C=1C=C(C=C(C1)C=1C(=C(C=C(C1)C(C)(CC(C)(C)C)C)N1C2=CC=C(C=C2C=2C=C(C=CC12)C(C)(C)C)C(C)(C)C)O)C 5'-cyano-3-(3,6-di-tert-butyl-9H-carbazol-9-yl)-3'-methyl-5-(2,4,4-trimethylpentan-2-yl)biphenyl-2-ol